C(C(=O)C(=O)[O-])OP(=O)([O-])[O-] The molecule is a carboxyalkyl phosphate oxoanion resuting from deprotonation of the carboxy and phosphate groups of 3-phosphooxypyruvic acid. It has a role as a human metabolite and a Saccharomyces cerevisiae metabolite. It derives from a pyruvate. It is a conjugate base of a 3-phosphonooxypyruvic acid.